N-(3-cyano-2-methylphenyl)-2-(methoxymethyl)-6-({[2-(trifluoromethyl)phenyl]carbonyl}amino)-1H-benzimidazole-4-carboxamide C(#N)C=1C(=C(C=CC1)NC(=O)C1=CC(=CC=2NC(=NC21)COC)NC(=O)C2=C(C=CC=C2)C(F)(F)F)C